C(CCCCCCC\C=C/CCCCCCCC)OC(C(=O)N)COCCCCCCCC\C=C/CCCCCCCC 2,3-bis[(Z)-octadec-9-enyloxy]propionamide